C(C)OC(C1=C(N=C(C=C1OC[C@@H](CC1=CC=CC=C1)N)OC)OC)=O (R)-4-(2-amino-3-phenylpropoxy)-2,6-dimethoxynicotinic acid ethyl ester